O1COC2=C1C=CC(=C2)C=CC(=O)C2=C(C=C(C=C2)OC)O 3-(1,3-Benzodioxol-5-yl)-1-(2-hydroxy-4-methoxyphenyl)-2-propen-1-one